7-((3R,4R)-4-((2,3-dihydrobenzo[b][1,4]dioxin-6-yl-2,2,3,3-d4)oxy)-3-fluoropiperidin-1-yl)-8,9-dimethyl-4H-pyrimido[1,2-b]pyridazin-4-one O1C2=C(OC(C1([2H])[2H])([2H])[2H])C=C(C=C2)O[C@H]2[C@@H](CN(CC2)C=2C(=C(C=1N(N2)C(C=CN1)=O)C)C)F